1,3-dioxoisoindolin-2-yl tetrahydro-2H-pyran-3-carboxylate O1CC(CCC1)C(=O)ON1C(C2=CC=CC=C2C1=O)=O